2-iodo-5-pentyl-benzene-1,3-diol IC1=C(C=C(C=C1O)CCCCC)O